2-(4-(1-(1-(2-fluoroacryloyl)azetidin-3-yl)-3-(6-(trifluoromethyl)pyridin-3-yl)-1H-pyrazolo[4,3-b]pyridin-7-yl)-1H-pyrazol-1-yl)-N-methylacetamide FC(C(=O)N1CC(C1)N1N=C(C2=NC=CC(=C21)C=2C=NN(C2)CC(=O)NC)C=2C=NC(=CC2)C(F)(F)F)=C